ClC1=CC=C2C(=CNC2=C1F)\C=C\1/NC(N(C1=O)C(C(=O)NC(CO)CO)C1=CC=C(C=C1)C#N)=O (Z)-2-(4-((6-chloro-7-fluoro-1H-indol-3-yl)methylene)-2,5-dioxoimidazolidin-1-yl)-2-(4-cyanophenyl)-N-(1,3-dihydroxypropan-2-yl)acetamide